(S)-2-amino-3-(6-guanidinopyridin-3-yl)propanoic acid N[C@H](C(=O)O)CC=1C=NC(=CC1)NC(=N)N